2-(4-methylimidazol-4-yl)methylthioethylamine hydrochloride Cl.CC1(N=CN=C1)CSCCN